C12CN(CC(CC1)C2)C2=C(C=CC(=C2)[N+](=O)[O-])C=2OC(=NN2)C2=CC=1N(C(=C2)N2CCC(CC2)(F)F)N=CC1 2-(2-(3-azabicyclo[3.2.1]oct-3-yl)-4-nitrophenyl)-5-(7-(4,4-difluoropiperidin-1-yl)pyrazolo[1,5-a]pyridin-5-yl)-1,3,4-oxadiazole